C(C)C=1C=NN2C1N=C(C=C2NCC=2C=C(C#N)C=CC2)NC[C@@H]2[C@H](CNCC2)O 3-(((3-ethyl-5-((((3R,4R)-3-hydroxypiperidin-4-yl)methyl)amino)pyrazolo[1,5-a]pyrimidin-7-yl)amino)methyl)benzonitrile